BrC=1N=C(N(N1)C1=NC=C(C=C1)C#N)C(C)NC(=O)C1=CC(=NC(=C1)C(F)(F)F)C1(CC1)C#N N-[1-[5-bromo-2-(5-cyano-2-pyridyl)-1,2,4-triazol-3-yl]ethyl]-2-(1-cyanocyclopropyl)-6-(trifluoromethyl)pyridine-4-carboxamide